[Cl-].ClC1=CC=C(C=C1)C1=NN(C[C@H]1C1=CC=CC=C1)C(=O)NS(=O)(=O)N1CCC(CC1)(F)F (R,E)-3-(4-chlorophenyl)-N-((4,4-difluoropiperidin-1-yl)sulfonyl)-4-phenyl-4,5-dihydro-1H-pyrazole-1-carboxamide chloride